ClC=1C=C(C(=NC1)OC)S(=O)(=O)NC1=C(C(=C(C=C1)F)C=1C=C2C=NC(=NC2=CC1)NC1CCC(CC1)N1C[C@@H](CC1)OC)F 5-chloro-N-(2,4-difluoro-3-(2-(((1S,4s)-4-((R)-3-methoxypyrrolidin-1-yl)cyclohexyl)amino)quinazolin-6-yl)phenyl)-2-methoxypyridine-3-sulfonamide